OC1=C(C(=O)OC)C(=CC=C1)OC methyl 2-hydroxy-6-methoxy-benzoate